FC1=C(C(=CC(=C1)C=1N(C=CN1)C)F)C=1N=C2N(C=CC(=C2)C)C1C[C@H]1CN(CCO1)C(=O)OC methyl (S)-2-((2-(2,6-difluoro-4-(1-methyl-1H-imidazol-2-yl)phenyl)-7-methylimidazo[1,2-a]pyridin-3-yl)methyl)morpholine-4-carboxylate